[N+](=O)([O-])C1=C(N)C=C(C(=C1)C(F)(F)F)C=1C=NC=NC1 2-nitro-5-(pyrimidin-5-yl)-4-(trifluoro-methyl)aniline